[3H]-histamine NCCC1=CN=CN1